FC1=C(C=CC(=C1F)OC)C1=CN=C2N1C=CN=C2NC2=CC(=C(C=C2)C(=O)N2CCN(CC2)C(=O)[C@@H]2CNCC2)C [4-[[3-(2,3-difluoro-4-methoxyphenyl)imidazo[1,2-a]pyrazin-8-yl]amino]-2-methylphenyl]-[4-[(3S)-pyrrolidine-3-carbonyl]piperazin-1-yl]methanone